Cl.COC1=CC=C(C=C1)C(C)(C)C=1N=C(SC1)NC(C1=CC=C(C=C1)C1CCNCC1)=O N-(4-(2-(4-methoxyphenyl)propan-2-yl)thiazol-2-yl)-4-(piperidin-4-yl)benzamide hydrochloride